(R)-N-(3-(1-(2-(4-methyl-2-oxo-1,2-dihydroquinolin-6-yl)acetyl)piperidin-4-yl)-1-(methylamino)-1-oxopropan-2-yl)-5-(trifluoromethyl)picolinamide CC1=CC(NC2=CC=C(C=C12)CC(=O)N1CCC(CC1)C[C@H](C(=O)NC)NC(C1=NC=C(C=C1)C(F)(F)F)=O)=O